D-glucuronosyl-N-acetyl-glucosamine C1([C@H](O)[C@@H](O)[C@H](O)[C@H](O1)C(=O)O)C1(O)[C@H](NC(C)=O)[C@@H](O)[C@H](O)[C@H](O1)CO